NC1=NC=CC=C1C1=NC=2C(=NC(=CC2)OC)N1C1=CC=C(C(=O)OC)C=C1 methyl 4-(2-(2-aminopyridin-3-yl)-5-methoxy-3H-imidazo[4,5-b]pyridin-3-yl)benzoate